CN([C@@H](C(C)C)C(=O)OC)C(=O)N1C[C@H](N(CC1)C(=O)C1[N@](C1)C(C1=CC=CC=C1)(C1=CC=CC=C1)C1=CC=CC=C1)C methyl N-methyl-N-((R)-3-methyl-4-((S)-1-tritylaziridine-2-carbonyl)piperazine-1-carbonyl)-L-valinate